CC=1C(=C(C=CC1)NC(=O)NC1=C(C(=CC=C1)C)C)C 1,3-bis(dimethylphenyl)urea